(S)-N-((S)-1-amino-1-oxo-3-((S)-2-oxopyrrolidin-3-yl)propan-2-yl)-7-((S)-3,3-dimethyl-2-(2,2,2-trifluoroacetamido)butanoyl)-2,2-difluoro-7-azaspiro[3.5]nonane-6-carboxamide NC([C@H](C[C@H]1C(NCC1)=O)NC(=O)[C@@H]1CC2(CC(C2)(F)F)CCN1C([C@H](C(C)(C)C)NC(C(F)(F)F)=O)=O)=O